mercaptoacetyl-nicotinamide SCC(=O)C1=C(C(=O)N)C=CC=N1